(R)-1-(5-chloro-3-fluoropyridin-2-yl)-4-(4-chlorobenzyl)-3-((1s,3S)-3-hydroxycyclobutyl)piperazine-2,5-dione ClC=1C=C(C(=NC1)N1C([C@H](N(C(C1)=O)CC1=CC=C(C=C1)Cl)C1CC(C1)O)=O)F